FC1=CC=C(C=C1)N1C(=NC=C1C(=O)OCC)C=1C=CC=2N(C1)C(=CN2)C=2C=NC(=CC2)NC(=O)OC ethyl 3-(4-fluorophenyl)-2-[3-[6-(methoxycarbonylamino)-3-pyridyl]imidazo[1,2-a]pyridin-6-yl]imidazole-4-carboxylate